BrC=1C=C(C2=C(NC(=N2)NC(=O)OC(C)(C)C)C1)C(=O)OC methyl 6-bromo-2-((tert-butoxycarbonyl) amino)-1H-benzo[d]imidazole-4-carboxylate